3-(pyrimidin-4-yl)pyridin-2-amine N1=CN=C(C=C1)C=1C(=NC=CC1)N